3-benzyl 8-tert-butyl 1-formyl-3,8-diazabicyclo[3.2.1]octane-3,8-dicarboxylate C(=O)C12CN(CC(CC1)N2C(=O)OC(C)(C)C)C(=O)OCC2=CC=CC=C2